(3-(2-cyano-3-(trifluoromethyl)pyridin-4-ylamino)phenyl)-4-(pyridin-4-ylamino)benzamide C(#N)C1=NC=CC(=C1C(F)(F)F)NC=1C=C(C=CC1)C1=C(C(=O)N)C=CC(=C1)NC1=CC=NC=C1